phenyl-(4-propyl)phenylbenzoat C1(=CC=CC=C1)C=1C(=C(C(=O)[O-])C=CC1)C1=CC=C(C=C1)CCC